ClC1=CC(=C(C(=C1)C)C=1C(N(C2(C1CC(=O)N)CCN(CC2)OC)C)=O)C 3-(4-chloro-2,6-dimethylphenyl)-8-methoxy-1-methyl-2-oxo-1,8-diazaspiro[4.5]dec-3-en-4-yl-carbaurea